COC1=CC=2N(C=C1OC)N=C(C2)C2=CN=C1SC(=NN12)OC (5,6-dimethoxypyrazolo[1,5-a]pyridin-2-yl)-2-methoxyimidazo[2,1-b][1,3,4]thiadiazole